N-(4,6-Dimethyl-2-morpholin-4-ylpyrimidin-5-yl)-2-(3-fluorophenyl)-acetamide CC1=NC(=NC(=C1NC(CC1=CC(=CC=C1)F)=O)C)N1CCOCC1